FC(C(=O)O)(F)F.C1N(CC12CNC2)C=O (2,6-diazaspiro[3.3]Heptan-2-yl)methanone 2,2,2-trifluoroacetic acid salt